[Au]=O.[Ce] cerium-gold oxide